6-(4-Chloro-3-isopropoxyphenyl)-2-[(2S,5R)-2,5-dimethylpyrrolidin-1-yl]-N-[(2-oxo-1H-pyridin-3-yl)sulfonyl]pyridin-3-carboxamid ClC1=C(C=C(C=C1)C1=CC=C(C(=N1)N1[C@H](CC[C@H]1C)C)C(=O)NS(=O)(=O)C=1C(NC=CC1)=O)OC(C)C